perfluoro ether compound with hexafluoropropylene FC(C(=C(F)F)F)(F)F.FOF